OC1=C(C=C(C=C1)CC(=O)N)NS(=O)(=O)C 2-(4-hydroxy-3-(methylsulfonamido)phenyl)acetamide